(rac)-4-((1S,2R)-2-benzylcyclopropyl)-3-chloro-2'-(2-(2-hydroxypropan-2-yl)pyrimidin-4-yl)-5',6-dimethyl-2H-[1,4'-bipyridin]-2-one C(C1=CC=CC=C1)[C@@H]1[C@H](C1)C1=C(C(N(C(=C1)C)C1=CC(=NC=C1C)C1=NC(=NC=C1)C(C)(C)O)=O)Cl |r|